ClC1=NC=C(C(=N1)NC1(CC1)C1=CC=C(C=C1)C=1N(C=C(N1)C(F)(F)F)C)[N+](=O)[O-] 2-Chloro-N-(1-(4-(1-methyl-4-(trifluoromethyl)-1H-imidazol-2-yl)phenyl)cyclopropyl)-5-nitroPyrimidine-4-amine